1-benzyl-4-(3-methoxyphenyl)-1H-pyrazol-5-amine C(C1=CC=CC=C1)N1N=CC(=C1N)C1=CC(=CC=C1)OC